C12(CC3CC(CC(C1)C3)C2)NCCOCCOCCOC2=C3C(N(C(=NC3=CC=C2)C)[C@H]2C(NC(CC2)=O)=O)=O (R)-3-(5-(2-(2-(2-(((3s,5s,7s)-adamantan-1-yl)amino)ethoxy)ethoxy)ethoxy)-2-Methyl-4-oxoquinazolin-3(4H)-yl)piperidine-2,6-dione